BrC1=CC(=C2C(=NC=NN21)N)CN2CC(CCC2)C(F)(F)F 7-bromo-5-((3-(trifluoromethyl)piperidin-1-yl)methyl)pyrrolo[2,1-f][1,2,4]triazin-4-amine